COC(=O)C=1C(=CC=CC1)C1=CC=CC=C1 methyl-2-biphenylcarboxylate